5-xylene diisocyanate [N-]=C=O.[N-]=C=O.C1(=CC=CC(=C1)C)C